C(#N)C=1C=NN2C1C(=CC(=C2)C=2N=NN(C2C)C2CN(C2)C(=O)OC(C)(C)C)O[C@H](C)C2=NC=CC=C2 tert-Butyl 3-(4-[3-cyano-4-[(1R)-1-(pyridin-2-yl)ethoxy]pyrazolo[1,5-a]pyridin-6-yl]-5-methyl-1,2,3-triazol-1-yl)azetidine-1-carboxylate